COC(=O)C1=C(C(=O)C2N(CCC2)C(=O)OC(C)(C)C)C=CC=C1 tert-butyl 2-(2-(methoxycarbonyl)benzoyl)pyrrolidine-1-carboxylate